(1R,2S)-5'-methoxy-2-(3-{[3-methoxy-5-(morpholin-4-yl)pyrazin-2-yl]amino}-1H-indazol-6-yl)-1'H-spiro[cyclopropane-1,3'-indol]-2'-one COC=1C=C2[C@]3(C(NC2=CC1)=O)[C@@H](C3)C3=CC=C1C(=NNC1=C3)NC3=NC=C(N=C3OC)N3CCOCC3